COCOC1=C(C=CC=C1)C1=CC2=C(N=N1)N(C(=C2C)C2=C[C@@H]1COC[C@H](C2)N1C(=O)OC(C)(C)C)COCC[Si](C)(C)C tert-butyl (1S,5R)-7-(3-(2-(methoxymethoxy)phenyl)-5-methyl-7-((2-(trimethylsilyl)ethoxy)methyl)-7H-pyrrolo[2,3-c]pyridazin-6-yl)-3-oxa-9-azabicyclo[3.3.1]non-6-ene-9-carboxylate